2-trifluoromethyl-3-[N-(3,4-methylenedioxyphenyl)]amino-5,6-methylenedioxyindole FC(C=1NC2=CC3=C(C=C2C1NC1=CC2=C(C=C1)OCO2)OCO3)(F)F